(1S,3S,5S)-N-((4-(1H-imidazol-2-yl)thiophen-2-yl)methyl)-5-methyl-2-((4-phenoxybenzoyl)glycyl)-2-azabicyclo[3.1.0]hexane-3-carboxamide N1C(=NC=C1)C=1C=C(SC1)CNC(=O)[C@H]1N([C@H]2C[C@]2(C1)C)C(CNC(C1=CC=C(C=C1)OC1=CC=CC=C1)=O)=O